N-({2-[5-fluoro-2-(2H-1,2,3-triazol-2-yl)benzoyl]-4-methyl-2-azabicyclo[3.1.1]hept-3-yl}methyl)-[1,3]thiazolo[5,4-b]pyridin-2-amine FC=1C=CC(=C(C(=O)N2C3CC(C(C2CNC=2SC4=NC=CC=C4N2)C)C3)C1)N1N=CC=N1